FC1=CC(=C(C=C1)B1OC(C(O1)(C)C)(C)C)OCOC 2-(4-Fluoro-2-(methoxymethoxy)phenyl)-4,4,5,5-tetramethyl-1,3,2-dioxaborolane